FC(COC(=O)C1C2C=CC(C1)C2)(F)F 2-(2,2,2-trifluoroethoxycarbonyl)bicyclo[2.2.1]Hept-5-ene